BrC=1C(=NC=CC1)OC1CCCC1 3-bromo-2-(cyclopentoxy)pyridine